NCC1CCC(CC1)NC=1C(=NC(=CC1)N1CCC(CC1)C(F)(F)F)C N-(4-(aminomethyl)cyclohexyl)-2-methyl-6-(4-(trifluoromethyl)piperidin-1-yl)pyridin-3-amine